CN1P(N(CC1)C)C1=CC=CC=C1 1,3-dimethyl-2-phenyl-1,3,2-diazaphospholidine